2-(1-benzhydrylpiperidin-4-yl)-N-ethyl-1,2,3,4-tetrahydroisoquinolin-6-amine C(C1=CC=CC=C1)(C1=CC=CC=C1)N1CCC(CC1)N1CC2=CC=C(C=C2CC1)NCC